C(C)(C)C1=C2C=C(N=CC2=C(C=C1)N1CC(C1)S(=O)(=O)C)NC1=NC(NC=C1)=O 4-((5-isopropyl-8-(3-(methylsulfonyl)azetidin-1-yl)isoquinolin-3-yl)amino)pyrimidin-2-one